FC=1C=C(C=NC1C)C=1N=CSC1 4-(5-fluoro-6-methylpyridin-3-yl)-1,3-thiazol